NC1=NC(=NC=C1F)C=1C=C(C=C(C1)Cl)[C@@H]1COCCN1C(C=C)=O (R)-1-(3-(3-(4-amino-5-fluoropyrimidin-2-yl)-5-chlorophenyl)morpholino)prop-2-en-1-one